4-(aminomethyl)picolinonitrile hydrochloride Cl.NCC1=CC(=NC=C1)C#N